C(#N)C1=C(C=CC=C1)CC(=O)N[C@H](C(=O)O)CCN(CCCCC1=NC=2NCCCC2C=C1)CCOC1=CC=CC=C1 (S)-2-(2-(2-cyanophenyl)acetamido)-4-((2-phenoxyethyl)(4-(5,6,7,8-tetrahydro-1,8-naphthyridin-2-yl)butyl)amino)butanoic acid